C(C)(C)(C)OC(N(S(=O)(=O)C1=C(C=C(C=C1F)F)F)C=1N=CSC1)=O Thiazol-4-yl-((2,4,6-trifluorophenyl)sulfonyl)carbamic acid tert-butyl ester